trimethyl-[1-fluoro-2-(phenylthio)ethoxy]silane C[Si](OC(CSC1=CC=CC=C1)F)(C)C